OCCNS(=O)(=O)C1=CC(=C(C=C1)NCC1=CC=C(C=C1)C(F)(F)F)C=1N=CN(C1)C N-(2-hydroxyethyl)-3-(1-methylimidazol-4-yl)-4-[[4-(trifluoromethyl)phenyl]methylamino]benzenesulfonamide